C(CC(C)C)N1CC(=C[C@H](C1)C)C1=CNC=2N=CN=CC21 |r| (±)-5-(1-Isopentyl-5-methyl-1,2,5,6-tetrahydropyridin-3-yl)-7H-pyrrolo[2,3-d]pyrimidine